CN(C=1C=C(C=CC1)N1C(=C2C(N(N=CC2=C1C)C1=CC=CC=C1)=O)C)C 6-(3-(Dimethylamino)phenyl)-5,7-dimethyl-2-phenyl-2,6-dihydro-1H-pyrrolo[3,4-d]pyridazin-1-one